benzyl (6R)-6-{[7-cyano-2-(1H-pyrazol-4-yl) [1,2,4]triazolo[1,5-c]quinazolin-5-yl] amino}-5-oxo-1,4-diazepan-1-carboxylate C(#N)C1=CC=CC=2C=3N(C(=NC12)N[C@H]1C(NCCN(C1)C(=O)OCC1=CC=CC=C1)=O)N=C(N3)C=3C=NNC3